methyl 4-(2-(1-(tert-butoxycarbonyl)azetidin-3-yl)ethylamino)-6-chloropyridazine-3-carboxylate C(C)(C)(C)OC(=O)N1CC(C1)CCNC1=C(N=NC(=C1)Cl)C(=O)OC